COC=1C=C(C=CC1)CS(=O)(=O)NC1=C(C(=C(C=C1F)OC1=NC=CC=C1C1=NC(=NC=C1)N[C@@H]1CNC[C@H](C1)F)F)F 1-(3-methoxyphenyl)-N-(2,3,6-trifluoro-4-((3-(2-(((3S,5S)-5-fluoropiperidin-3-yl)amino)pyrimidin-4-yl)pyridin-2-yl)oxy)phenyl)methanesulfonamide